(3R)-7-[5-(1-acetyl-4-methyl-4-piperidyl)-1,3,4-oxadiazol-2-yl]-3-amino-5-[(4-chlorophenyl)methyl]-8-fluoro-1,1-dioxo-2,3-dihydro-1lambda6,5-benzothiazepin-4-one C(C)(=O)N1CCC(CC1)(C)C1=NN=C(O1)C=1C(=CC2=C(N(C([C@H](CS2(=O)=O)N)=O)CC2=CC=C(C=C2)Cl)C1)F